C(C)OC=1C=CC(=NC1)C=1N(C(=NN1)C12CC(C1)(C2)NC(OC(C)(C)C)=O)C=2C=NC=CC2 tert-butyl (3-(5-(5-ethoxypyridin-2-yl)-4-(pyridin-3-yl)-4H-1,2,4-triazol-3-yl)bicyclo[1.1.1]pentan-1-yl)carbamate